Methyl [(trans-4-{2-[(1R)-1-hydroxyethyl]-1H-imidazo[4,5-d]thieno[3,2-b]pyridin-1-yl}cyclohexyl)methyl]carbamate O[C@H](C)C1=NC=2C(=C3C(=NC2)C=CS3)N1[C@@H]1CC[C@H](CC1)CNC(OC)=O